2-(1-(2-cyanoethyl)-3-(isoquinolin-4-yl)-2,4-dioxo-1,2,3,4-tetrahydrothieno[3,2-d]pyrimidin-6-yl)benzonitrile C(#N)CCN1C(N(C(C2=C1C=C(S2)C2=C(C#N)C=CC=C2)=O)C2=CN=CC1=CC=CC=C21)=O